3-(3-Hydroxyphenyl)-1-[4-(2-methoxyethoxy)phenyl]prop-2-en-1-one OC=1C=C(C=CC1)C=CC(=O)C1=CC=C(C=C1)OCCOC